C(C)(C)(C)OC(=O)N1C2=C(C(CC1)CNC(=O)OC(C)(C)C)SC=C2 tert-Butyl-7-(((tert-butoxycarbonyl)amino)methyl)-6,7-dihydrothieno[3,2-b]pyridine-4(5H)-carboxylate